N-(4-(chlorodifluoromethoxy)phenyl)-4-isopropyl-3-(pyrazin-2-ylamino)-5-(1H-pyrazol-5-yl)-1,2,3,3a,4,8b-hexahydrocyclopenta[b]indole-7-carboxamide ClC(OC1=CC=C(C=C1)NC(=O)C1=CC=2C3C(N(C2C(=C1)C1=CC=NN1)C(C)C)C(CC3)NC3=NC=CN=C3)(F)F